NC=1C(NC2=C3C=CC=NC3=C(C=C2C1C1=C2C=NNC2=C(C=C1)F)C1CC1)=O 3-amino-6-cyclopropyl-4-(7-fluoro-1H-indazol-4-yl)-1H-1,7-phenanthrolin-2-one